C(C1=CC=CC=C1)OC1=NC(=CC=C1C1=CC(=C(C=C1)Br)F)OCC1=CC=CC=C1 2,6-dibenzyloxy-3-(4-bromo-3-fluorophenyl)-pyridine